4-[4-[(4-bromophenoxy)methyl]phenoxy]piperidine BrC1=CC=C(OCC2=CC=C(OC3CCNCC3)C=C2)C=C1